N2-(((9H-fluoren-9-yl)methoxy)carbonyl)-N6-(diphenyl(p-tolyl)methyl)-L-lysine C1=CC=CC=2C3=CC=CC=C3C(C12)COC(=O)N[C@@H](CCCCNC(C1=CC=C(C=C1)C)(C1=CC=CC=C1)C1=CC=CC=C1)C(=O)O